C(CCC)[C-]1C=CC=C1.[CH-]1C=CC=C1.[Fe+2] n-Butyl-ferrocene